C(C)(C)(C)OC(=O)N1CCC(CC1)(F)C(N(C)[C@H](C(=O)OC(C)(C)C)C(C)C)=O (S)-4-((1-(tert-butoxy)-3-methyl-1-oxobutan-2-yl)(methyl)carbamoyl)-4-fluoropiperidine-1-carboxylic acid tert-butyl ester